CN([C@@H](CC1=CC(=C(C(=O)NCC)C=C1)F)CNC(=O)[C@H]1[C@](C1)(C1=CC=CC=C1)C)C 4-((S)-2-(dimethylamino)-3-((1R,2S)-2-methyl-2-phenylcyclopropane-1-carboxamido)propyl)-N-ethyl-2-fluorobenzamide